NC1=C(N=CC(=N1)N1CCC2(CC1)CC1=C(N=C(S1)OC)C2N)SC2=C(C(=NC=C2)N)Cl 1'-(6-amino-5-((2-amino-3-chloropyridin-4-yl)thio)pyrazin-2-yl)-2-methoxy-4,6-dihydrospiro[cyclopenta[d]thiazole-5,4'-piperidin]-4-amine